C1=NC=CC2=CC(=CC=C12)C1=NC2=CC=C3C(=C2C=2CCCCC12)C=NN3 7-(isoquinolin-6-yl)-8,9,10,11-tetrahydro-3H-pyrazolo[4,3-a]phenanthridine